methyl 5-(ethylsulfonamido)-4'-(trifluoromethyl)-[1,1'-biphenyl]-2-carboxylate C(C)S(=O)(=O)NC1=CC=C(C(=C1)C1=CC=C(C=C1)C(F)(F)F)C(=O)OC